4-chloro-2-((trans)-3-hydroxycyclobutyl-1-d)benzonitrile ClC1=CC(=C(C#N)C=C1)[C@@]1(C[C@H](C1)O)[2H]